(4-(((3R,4R)-1-(2-cyanoacetyl)-4-methylpiperidin-3-yl)(methyl)amino)-7H-pyrrolo[2,3-d]pyrimidin-7-yl)methyl-2-(2-fluoro-[1,1'-biphenyl]-4-yl)propanoate C(#N)CC(=O)N1C[C@@H]([C@@H](CC1)C)N(C=1C2=C(N=CN1)N(C=C2)COC(C(C)C2=CC(=C(C=C2)C2=CC=CC=C2)F)=O)C